C(C)(C)C=1C=CC=C2SC=3C=CC=CC3C(C12)=O 8-isopropylthioxanthone